2-hydroxyethyl-α-bromoisobutyrate OCCOC(C(C)(C)Br)=O